IC1=C(OC/C=C/C(=O)OC)C=CC=C1 Methyl (E)-4-(2-iodophenoxy)but-2-enoate